C(CC)N(CCC)C(C1=CC=CC=C1)C=C N,N-dipropylvinylbenzylamine